O1CCC(=CC1)C1=NN2C(N(C(=C(C2=O)N2CCNCC2)CC)CC(=O)NC2=C(C=C(C=C2)S(F)(F)(F)(F)F)C)=N1 2-(2-(3,6-Dihydro-2H-pyran-4-yl)-5-ethyl-7-oxo-6-(piperazin-1-yl)-[1,2,4]triazolo[1,5-a]pyrimidin-4(7H)-yl)-N-(2-methyl-4-(pentafluorosulfanyl)phenyl)acetamide